N-{[5-chloro-6-(5-methoxy-2-pyrazinyl)-2-indolyl]methyl}(R)-2-methoxypropionamide ClC=1C=C2C=C(NC2=CC1C1=NC=C(N=C1)OC)CNC([C@@H](C)OC)=O